t-butyl 2-(acetoxy(2-nitrophenyl)methyl)acrylate C(C)(=O)OC(C(C(=O)OC(C)(C)C)=C)C1=C(C=CC=C1)[N+](=O)[O-]